oxalic acid lithium borate B([O-])([O-])[O-].[Li+].C(C(=O)O)(=O)O.[Li+].[Li+]